4-(Tributylstannyl)Phenyl Heptadecanoate C(CCCCCCCCCCCCCCCC)(=O)OC1=CC=C(C=C1)[Sn](CCCC)(CCCC)CCCC